3-(ethoxymethyl)-1-(2-(furan-2-yl)benzyl)-3-phenethyl-pyrrolidine C(C)OCC1(CN(CC1)CC1=C(C=CC=C1)C=1OC=CC1)CCC1=CC=CC=C1